C1(CCCC1)NCC=1NC2=CC(=CC=C2C1)CNC(=O)C=1N=C2N(C(C1)=O)C=CC=C2 N-[[2-[(cyclopentylamino)methyl]-1H-indol-6-yl]methyl]-4-oxo-pyrido[1,2-a]pyrimidine-2-carboxamide